NC1=CC=C(C=N1)/C=C/C(=O)NCC=1OC2=C(C1)C=CC=C2C2=CC=C(C=C2)C(=O)N2CCOCC2 (E)-3-(6-amino-pyridin-3-yl)-N-((7-(4-(morpholine-4-carbonyl)phenyl)benzofuran-2-yl)methyl)acrylamide